(R)-3-(methyl-(quinolin-6-yl)amino)pyrrolidine-1-carboxylic acid tert-butyl ester C(C)(C)(C)OC(=O)N1C[C@@H](CC1)N(C=1C=C2C=CC=NC2=CC1)C